6-(2-([2,2'-bipyrimidin]-5-yl)cyclopropyl)-4-fluoro-1-(3-methoxypropyl)-1H-benzo[d]imidazole N1=C(N=CC(=C1)C1C(C1)C=1C=C(C2=C(N(C=N2)CCCOC)C1)F)C1=NC=CC=N1